C(C)(C)(C)[S@@](=O)N1C(=C(C=CC=C1)C1CCC1)C(=O)OCC ethyl (2R,3R)-1-((R)-tert-butylsulfinyl)-3-cyclobutylazepine-2-carboxylate